trans-hexenedinitrile tert-butyl-(S)-(1-chloro-2-oxoheptan-3-yl)carbamate C(C)(C)(C)N(C(O)=O)[C@H](C(CCl)=O)CCCC.C(\C=C\CCC#N)#N